4-bromo-8-(2-(2-methoxyethoxy)ethoxy)benzo[1,2-b:4,5-b']dithiophene BrC1=C2C(SC=C2)=C(C2=C1SC=C2)OCCOCCOC